C(#N)C1(COCC2=CC=C(C=C12)C(=O)NCC1=NC=CC(=C1)C1CC(C1)C1=NC(=CC=C1)N1CCOCC1)C 4-cyano-4-methyl-N-((4-((1r,3R)-3-(6-morpholinylpyridin-2-yl)cyclobutyl)pyridin-2-yl)methyl)isochroman-6-carboxamide